FC(C=1N=CC(=NC1)NC(=O)N1C2CCC1CC=1N=CN=CC12)(F)F (±)-N-(5-(trifluoromethyl)pyrazin-2-yl)-6,7,8,9-tetrahydro-5H-5,8-epiminocyclohepta-[d]pyrimidine-10-carboxamide